2-(diphenylphosphino)acetic acid C1(=CC=CC=C1)P(CC(=O)O)C1=CC=CC=C1